tert-butyl-8-(2-methoxycarbonylpyrimidin-5-yl)-2,8-diazaspiro[4.5]decane C(C)(C)(C)C1NCCC12CCN(CC2)C=2C=NC(=NC2)C(=O)OC